COC1=NC=C(C2=C1N=C(S2)NC(=O)C2=CN=C(S2)NCCOC)C2CCOCC2 N-[4-methoxy-7-(oxan-4-yl)-[1,3]thiazolo[4,5-c]pyridin-2-yl]-2-[(2-methoxyethyl)amino]-1,3-thiazole-5-carboxamide